tert-butyl 2-(S-methylsulfonimidoyl)-2,7-diazaspiro[3.5]nonane-7-carboxylate CS(=O)(=N)N1CC2(C1)CCN(CC2)C(=O)OC(C)(C)C